OCC(C)(C)NC(=O)C=1C=2C[C@@H]3[C@H](C2N(N1)C1=C(C=C(C=C1)Cl)Cl)C3 (1aR,5aR)-2-(2,4-Dichloro-phenyl)-1a,2,5,5a-tetrahydro-1H-2,3-diaza-cyclopropa[a]pentalene-4-carboxylic acid (2-hydroxy-1,1-dimethyl-ethyl)-amide